8-(methylamino)-5-(oxazolo[5,4-c]pyridin-2-yl)-2,7-naphthyridin CNC=1N=CC(=C2C=CN=CC12)C=1OC=2C=NC=CC2N1